C(C)OC(CCC(C1=C(N=CS1)C)=NO)=O 4-(hydroxyimino)-4-(4-methylthiazol-5-yl)butanoic acid ethyl ester